BrC1=C(C2=C(C(N3[C@@H](CO2)CNCC3)=O)C=C1O)Cl (12aR)-9-bromo-10-chloro-8-hydroxy-1,2,3,4,12,12a-hexahydro-6H-pyrazino[2,1-c][1,4]benzooxazepin-6-one